C(C)(=O)OCCCCCC\C=C/CCI (7Z)-10-iodo-7-decenyl acetate